(3S,5S)-5-(5-bromothiophen-2-yl)-N-(3-chloro-4-fluorophenyl)-2-methyl-1,2,6-thiadiazinane-3-carboxamide 1,1-dioxide BrC1=CC=C(S1)[C@@H]1C[C@H](N(S(N1)(=O)=O)C)C(=O)NC1=CC(=C(C=C1)F)Cl